COC=1C=C(C=CC1)N1CCNCC1 (3-Methoxyphenyl)piperazine